4-chloro-N-(1,1-dimethylsilacyclohexan-4-yl)-1H-pyrrolo[2,3-c]pyridine-2-carboxamide ClC1=C2C(=CN=C1)NC(=C2)C(=O)NC2CC[Si](CC2)(C)C